4-methyl-5-formylmorpholine CN1CCOCC1C=O